ClC1=C(C(=NC(=N1)SC)N(C)[C@H](C)C=1C(=NC=CC1)NCC1=CC=C(C=C1)OC)F (R)-6-chloro-5-fluoro-N-(1-(2-((4-methoxybenzyl)amino)pyridin-3-yl)ethyl)-N-methyl-2-(methylthio)pyrimidin-4-amine